2-ethylhexyl-palmitic acid C(C)C(CC(C(=O)O)CCCCCCCCCCCCCC)CCCC